Cl.C(CCCCCC)C1OC2=CC(=CC=C2C(C1)NCC1=CC=C(C=C1)Cl)OC 2-heptyl-4-(4-chlorobenzylamino)-7-methoxychroman hydrochloride